CN1C(OC(C1)C(=O)N)=O 3-methyl-2-oxo-oxazolidine-5-carboxamide